C1(CCC1)C1=CC=C(C=C1)NC(=O)N1[C@H](CCC1)C(=O)NC1=CC=C(C=N1)C=1C=C(C(=O)OC(C)(C)C)C=CC1 tert-butyl 3-[6-({1-[(4-cyclobutylphenyl)carbamoyl]-D-prolyl}amino)pyridin-3-yl]benzoate